BrCC1=C(C(=C(C(=C1C)CBr)C)CBr)C 2,4,6-tris-(bromomethyl)-mesitylene